BrC1=CC=C(C2=CC=CC=C12)C[C@@H](C(=O)OC)NC(C1=C(C=CC=C1F)F)=O Methyl (S)-3-(4-bromonaphthalen-1-yl)-2-(2,6-difluorobenzamido)propanoate